S=C1N=NOC1 thioxooxadiazole